(4R,5S)-4-((R)-5H-imidazo[5,1-a]isoindol-6-yl)spiro[2.3]hexan-5-ol C=1N=CN2C1C1=CC=CC(=C1C2)[C@H]2C1(CC1)C[C@@H]2O